FC1=C(C=C(C=C1)F)C1=NN(C(=C1O)C)C 3-(2,5-difluorophenyl)-1,5-dimethyl-pyrazol-4-ol